trihexyl-(tetradecyl)phospholium 2-(2-fluoroanilino)-pyridinate FC1=C(NC2(NC=CC=C2)C(=O)[O-])C=CC=C1.C(CCCCC)C=1C(=C([PH+](C1)CCCCCCCCCCCCCC)CCCCCC)CCCCCC